NC1=NC=C(C=N1)C=1N=C(C2=C(N1)C(=C(S2)CN2CCN(CC2)C([C@H](C)O)=O)C)N2CCOCC2 (S)-1-(4-((2-(2-aminopyrimidin-5-yl)-7-methyl-4-morpholinylthieno[3,2-d]pyrimidin-6-yl)methyl)piperazin-1-yl)-2-hydroxypropan-1-one